N-(2-aminophenyl)-2-(5-fluoro-2-methoxyphenyl)-2-(7-iodo-4-oxo-2H-benzo[e][1,3]oxazin-3(4H)-yl)acetamide NC1=C(C=CC=C1)NC(C(N1COC2=C(C1=O)C=CC(=C2)I)C2=C(C=CC(=C2)F)OC)=O